The molecule is a (6E)-7-[3-(4-fluorophenyl)-1-(propan-2-yl)-1H-indol-2-yl]-3,5-dihydroxyhept-6-enoic acid diastereoisomer in which the stereocentres beta- and delta- to the carboxy group have R and S configuration, respectively. The drug fluvastatin is an equimolar mixture of this compound and its enantiomer. It is a (6E)-7-[3-(4-fluorophenyl)-1-(propan-2-yl)-1H-indol-2-yl]-3,5-dihydroxyhept-6-enoic acid and a statin (synthetic). It is a conjugate acid of a (3R,5S)-fluvastatin(1-). It is an enantiomer of a (3S,5R)-fluvastatin. CC(C)N1C2=CC=CC=C2C(=C1/C=C/[C@H](C[C@H](CC(=O)O)O)O)C3=CC=C(C=C3)F